2-(9-(4-fluorophenyl)-6-oxaspiro[4.5]decan-9-yl)-N-(2-(pyridin-4-yl)benzyl)ethylamine monosulfate S(=O)(=O)(O)O.FC1=CC=C(C=C1)C1(CCOC2(CCCC2)C1)CCNCC1=C(C=CC=C1)C1=CC=NC=C1